BrC=1N=C(N(N1)C1=NC=CC=N1)C(C)N(C1=NC=NC2=C(C=C(C=C12)Cl)C(F)(F)F)C N-[1-(5-bromo-2-pyrimidin-2-yl-1,2,4-triazol-3-yl)ethyl]-6-chloro-N-methyl-8-(trifluoromethyl)quinazolin-4-amine